ClC1=C(C=CC=C1Cl)NC=1C=2N(C(=NC1)N1CCC3(CCC[C@H]3N)CC1)C=CN2 (R)-8-(8-((2,3-dichlorophenyl)amino)imidazo[1,2-c]pyrimidin-5-yl)-8-azaspiro[4.5]decan-1-amine